FC=1C=CC(=NC1)C=1C(=NN(C1C)C([2H])([2H])[2H])C=O (4-(5-fluoropyridin-2-yl)-5-methyl-1-(methyl-d3)-1H-pyrazol-3-yl)methanone